C(C)(C)(C)OC(=O)N1CCN(CC1)C1=NC(=NC2=C(C(=C(C=C12)Cl)C1=NC(=CC(=C1I)C)N(CC1=CC=C(C=C1)OC)CC1=CC=C(C=C1)OC)F)F tert-butyl-4-(7-(6-(bis(4-methoxybenzyl)amino)-3-iodo-4-methylpyridin-2-yl)-6-chloro-2,8-difluoroquinazolin-4-yl)piperazine-1-carboxylate